Cl.COC1=C(C=CC(=C1)C(F)(F)F)[C@H](C)NC (S)-1-(2-methoxy-4-(trifluoromethyl)phenyl)-N-methylethan-1-amine hydrogen chloride